C(C)OC1=C2C(=NC=C1)NC(=C2C2=CC=C1CCNC1=C2)[Si](C)(C)C 4-ethoxy-3-(indolin-6-yl)-2-(trimethylsilyl)-1H-pyrrolo[2,3-b]pyridine